6-[2-[(2S)-2-methylazetidin-1-yl]-6,7-dihydro-5H-cyclopenta[d]pyrimidin-4-yl]isoquinolin-3-ol C[C@@H]1N(CC1)C=1N=C(C2=C(N1)CCC2)C=2C=C1C=C(N=CC1=CC2)O